(R)-(4-(4-bromopyrazolo[1,5-a]pyridin-2-yl)-1,4,6,7-tetrahydro-5H-imidazo[4,5-c]pyridin-5-yl)(5-cyclopropyl-1,3,4-oxadiazol-2-yl)methanone BrC=1C=2N(C=CC1)N=C(C2)[C@@H]2N(CCC1=C2N=CN1)C(=O)C=1OC(=NN1)C1CC1